5,5'-diallyl-2'-hydroxy-[1,1'-biphenyl]-2-yl cinnamate C(C=CC1=CC=CC=C1)(=O)OC1=C(C=C(C=C1)CC=C)C1=C(C=CC(=C1)CC=C)O